N=1C=NN2C1C=C(C=C2)CC=O [1,2,4]Triazolo[1,5-a]pyridine-7-acetaldehyde